N-{4'-[(9S)-4,5,9,13-tetramethyl-3-thia-1,8,11,12-tetraazatricyclo[8.3.0.02,6]trideca-2(6),4,7,10,12-pentaen-7-yl]-[1,1'-biphenyl]-3-yl}pyrazolo[1,5-a]pyrimidine-2-carboxamide CC=1SC=2N3C(=NN=C3[C@@H](N=C(C2C1C)C1=CC=C(C=C1)C1=CC(=CC=C1)NC(=O)C1=NN2C(N=CC=C2)=C1)C)C